(1R,2S,3R,4R,Z)-3-(5-(3-aminopropyl)-2-methoxybenzamido)-N-(4-fluoro-3-(trifluoromethyl)phenyl)-7-(2,2,2-trifluoroethylidene)bicyclo[2.2.1]heptane-2-carboxamide NCCCC=1C=CC(=C(C(=O)N[C@H]2[C@H]([C@H]/3CC[C@@H]2\C3=C/C(F)(F)F)C(=O)NC3=CC(=C(C=C3)F)C(F)(F)F)C1)OC